(4-(((5-hydroxy-1,2,3,4-tetrahydronaphthalen-2-yl)(propyl)amino)methyl)piperidin-1-yl)methanone OC1=C2CCC(CC2=CC=C1)N(CCC)CC1CCN(CC1)C=O